BrC1=C(C=NC(=C1)Br)OC 4,6-dibromo-3-methoxypyridine